N1(CCC2(CC1)COC1=C2C=CC=C1)CC1=CC(=NC=C1)C=1C=C2CN(C(C2=CC1)=O)C1C(NC(CC1)=O)=O 3-(5-(4-((2H-spiro[benzofuran-3,4'-piperidin]-yl)methyl)pyridin-2-yl)-1-oxoisoindolin-2-yl)piperidine-2,6-dione